ClC1=CC=C(C=C1)NCCC1(COC1)C1=CC=CC=C1 N-p-chlorophenyl-2-(3-phenyloxetan-3-yl)ethylamine